C(C)(C)C1(C2CC3CC(CC1C3)C2)OC(=O)COC(=O)C2C3C=CC(C2)C3 5-(2-isopropyl-2-adamantyloxycarbonyl-methyloxycarbonyl)-bicyclo[2.2.1]Hept-2-ene